IC=1C=NN(C1)[C@@H]1C[C@H](C1)OC trans-4-iodo-1-(3-methoxycyclobutyl)-1H-pyrazole